tert-butyl (2R,3S,4S)-3-(acetyloxy)-4-[(tert-butoxycarbonyl)oxy]-2-{[4-(1,3-thiazol-5-yl)phenyl]methyl}pyrrolidine-1-carboxylate C(C)(=O)O[C@H]1[C@H](N(C[C@@H]1OC(=O)OC(C)(C)C)C(=O)OC(C)(C)C)CC1=CC=C(C=C1)C1=CN=CS1